methyl 2-(trifluoromethanesulfonyloxy)prop-2-enoate FC(S(=O)(=O)OC(C(=O)OC)=C)(F)F